N-(2-(1H-pyrazol-1-yl)ethyl)-5-(thiophen-3-yl)isoxazole-3-carboxamide N1(N=CC=C1)CCNC(=O)C1=NOC(=C1)C1=CSC=C1